CC1(CC=C(CC1)C(C)=O)C 1-(4,4-DIMETHYLCYCLOHEXEN-1-YL)ETHANON